C(C)C1=C(C=C(C(=C1)[N+](=O)[O-])OC)C1NCC12CCNCC2 (2-ethyl-5-methoxy-4-nitrophenyl)-2,7-diazaspiro[3.5]nonane